2-(pyridin-3-yl)-5-(pyridin-4-yl)-1H-indole N1=CC(=CC=C1)C=1NC2=CC=C(C=C2C1)C1=CC=NC=C1